COC=1C=C(C=CC1)N (3-methoxy-phenyl)-amine